C1(CC1)OC=1C=C(C=CC1)C1=CC(=NN1C1=C(C=C(C=C1)Cl)Cl)CO [5-(3-Cyclopropoxyphenyl)-1-(2,4-dichlorophenyl)-1H-pyrazol-3-yl]methanol